(R)-N-(8,9-difluoro-6-oxo-1,4,5,6-tetrahydro-2H-pyrano[3,4-c]isoquinolin-1-yl)-N-methylbenzo[d]thiazole-5-carboxamide FC=1C(=CC=2C3=C(NC(C2C1)=O)COC[C@@H]3N(C(=O)C=3C=CC1=C(N=CS1)C3)C)F